O[C@H]1C[C@@H](CCC1)C1=NC2=CC=C(C=C2C=C1)CN1C[C@H](CC1)OC=1C=C2CN(C(C2=CC1)=O)C1C(NC(CC1)=O)=O 3-(5-(((S)-1-((2-((1R,3R)-3-Hydroxycyclohexyl)quinolin-6-yl)methyl)pyrrolidin-3-yl)oxy)-1-oxoisoindolin-2-yl)piperidine-2,6-dione